1,2-dilauroyl-sn-glycero-3-phosphoserine sodium salt [Na+].C(CCCCCCCCCCC)(=O)OC[C@@H](OC(CCCCCCCCCCC)=O)COP(=O)(O)OC[C@H](N)C(=O)[O-]